N1[C@@H](CC1)CCNC(O[C@H]1[C@H](NC[C@@H]1O)CC1=CC=C(C=C1)OC)=O (2R,3S,4S)-4-hydroxy-2-[(4-methoxyphenyl)methyl]pyrrolidin-3-yl N-{2-[(2S)-azetidin-2-yl]ethyl}carbamate